aminoiminomethansulphinic acid NN=CS(=O)O